COC=1C=C(C=2N(C1)N=C(C2)C=2N=C1SC(=NN1C2)OC)OCCCC(=O)NC 4-((6-methoxy-2-(2-methoxyimidazo[2,1-b][1,3,4]thiadiazol-6-yl)pyrazolo[1,5-a]pyridin-4-yl)oxy)-N-methylbutyramide